N1(CCC1)CCN1CNC2=NC=C(C=C21)C2=CC(=CC(=C2)F)F 1-[2-(Azetidin-1-yl)ethyl]-6-(3,5-difluorophenyl)-3H-imidazo[4,5-b]pyridin